Cl[V](=NC(C)CC)(Cl)Cl Trichloro(sec-Butylimino)Vanadium(V)